FC1=CC=C(CC2(CCOC3(CCCC3)C2)CC#N)C=C1 2-(9-(4-Fluorobenzyl)-6-oxaspiro[4.5]decan-9-yl)acetonitrile